(R*)-(4-fluoro-5,6-dihydrobenzo[6,7]oxepino[2,3-c]pyridin-6-yl)methanamine FC=1C2=C(C=NC1)OC1=C([C@@H](C2)CN)C=CC=C1 |o1:10|